Cl.F/C=C(\CN)/CS(=O)(=O)C1=CC=CC=C1 (E)-3-fluoro-2-((phenylsulfonyl)methyl)prop-2-en-1-amine hydrochloride